BrC1=C(C=CC=C1)P(C1=CC=CC=C1)C1=CC=CC=C1 (2-bromophenyl)-diphenylphosphine